3-(1-(fluoromethyl)cyclopropyl)-N-(4-(7-(1-methyl-1H-pyrazol-4-yl)imidazo[1,2-c]pyrimidin-5-yl)benzyl)-1,2,4-oxadiazole-5-carboxamide FCC1(CC1)C1=NOC(=N1)C(=O)NCC1=CC=C(C=C1)C1=NC(=CC=2N1C=CN2)C=2C=NN(C2)C